(E)-1-(4-Amino-2-hydroxyphenyl)-3-(4-propan-2-ylphenyl)prop-2-en-1-one NC1=CC(=C(C=C1)C(\C=C\C1=CC=C(C=C1)C(C)C)=O)O